[C@H]12NC[C@H]([C@H](C1)OCC=1C(=NOC1C1CC1)C1=C(C=CC=C1Cl)Cl)C2 ((((1R,4R,5S)-2-azabicyclo[2.2.1]heptan-5-yl)oxy)methyl)-5-cyclopropyl-3-(2,6-dichlorophenyl)isoxazole